3-(5-((2-(3-methoxyazetidin-1-yl)cyclopentyl)oxy)-1-oxoisoindolin-2-yl)piperidine-2,6-dione COC1CN(C1)C1C(CCC1)OC=1C=C2CN(C(C2=CC1)=O)C1C(NC(CC1)=O)=O